1-(3-fluoro-5-methoxy-4-pyridyl)-7-methoxy-3-methyl-8-(1,3-dimethylpyrazol-4-yl)imidazo[4,5-c]quinolin-2-one FC=1C=NC=C(C1N1C(N(C=2C=NC=3C=C(C(=CC3C21)C=2C(=NN(C2)C)C)OC)C)=O)OC